OC1=C(C=CC(=C1)C)C1=NN=C(C2=CC(=CC=C12)C#N)N[C@H]1CN(CCC1)C (R)-1-(2-hydroxy-4-methylphenyl)-4-((1-methylpiperidin-3-yl)amino)phthalazine-6-carbonitrile